N-[1-[5-chloro-2-[(3-methyltriazol-4-yl)amino]pyrimidin-4-yl]-3-methyl-indol-5-yl]prop-2-enamide ClC=1C(=NC(=NC1)NC=1N(N=NC1)C)N1C=C(C2=CC(=CC=C12)NC(C=C)=O)C